4-(4-methoxyphenyl)-5-(3,4,5-trimethoxyphenyl)-1H-pyrazole COC1=CC=C(C=C1)C=1C=NNC1C1=CC(=C(C(=C1)OC)OC)OC